6-(((5-(5-methoxy-2,6-dimethyl-(4,4-bipyridyl)-3-carboxamido)-1,3,4-thiadiazol-2-yl)oxy)methyl)pyridine-3-carboxylic acid COC=1C(=C(C(=NC1C)C)C(=O)NC1=NN=C(S1)OCC1=CC=C(C=N1)C(=O)O)C1=CC=NC=C1